sodium tribenzoate C(C1=CC=CC=C1)(=O)[O-].C(C1=CC=CC=C1)(=O)[O-].C(C1=CC=CC=C1)(=O)[O-].[Na+].[Na+].[Na+]